Methyl ((3-(4-((2-(tert-butyl)-4-(trifluoromethyl)-1H-imidazol-1-yl) methyl) phenyl)-5-isobutylthiophen-2-yl)sulfonyl)carbamate C(C)(C)(C)C=1N(C=C(N1)C(F)(F)F)CC1=CC=C(C=C1)C1=C(SC(=C1)CC(C)C)S(=O)(=O)NC(OC)=O